tert-butyl 8-[2-fluoro-4-methoxycarbonyl-5-(3-oxa-8-azabicyclo[3.2.1]octan-8-yl)phenyl]-2,4-dihydro-1,3-Benzoxazine-3-carboxylate FC1=C(C=C(C(=C1)C(=O)OC)N1C2COCC1CC2)C2=CC=CC=1CN(COC12)C(=O)OC(C)(C)C